C(=O)(OCC1C2=CC=CC=C2C2=CC=CC=C12)N[C@@H](CCCCNC(=O)OCC1C2=CC=CC=C2C2=CC=CC=C12)C(=O)O Nα,Nε-di-Fmoc-L-lysine